BrC1=C(C=CC(=C1)F)NC(C1=C(C=CC(=C1)NC(=O)[C@@H]1C([C@H]1C1=CC(=CC(=C1)Cl)Cl)(Cl)Cl)Cl)=O Trans-N-(2-bromo-4-fluorophenyl)-2-chloro-5-(2,2-dichloro-3-(3,5-dichlorophenyl)cyclopropane-1-carboxamido)benzamide